methyl (R)-3-((1-(3-cyclopropyl-6-fluoro-4-oxo-2-(tetrahydro-2H-pyran-4-yl)-3,4-dihydroquinazolin-8-yl)ethyl)amino)-6-(trifluoromethyl)picolinate C1(CC1)N1C(=NC2=C(C=C(C=C2C1=O)F)[C@@H](C)NC=1C(=NC(=CC1)C(F)(F)F)C(=O)OC)C1CCOCC1